(1R,3R,4R)-N-((R)-1-cyano-2-((R)-2-oxopiperidin-3-yl)ethyl)-2-((R)-3-cyclopropyl-2-((1-methyl-1H-pyrazol-4-yl)amino)propanoyl)-5,5-difluoro-2-azabicyclo[2.2.2]octane-3-carboxamide C(#N)[C@@H](C[C@@H]1C(NCCC1)=O)NC(=O)[C@@H]1N([C@H]2CC([C@@H]1CC2)(F)F)C([C@@H](CC2CC2)NC=2C=NN(C2)C)=O